4-((cyclopentylmeth-yl)amino)-2-((4-(dimethylphosphoryl)-2-methoxyphenyl)amino)-7H-pyrrolo[2,3-d]pyrimidine-5-carbonitrile C1(CCCC1)CNC=1C2=C(N=C(N1)NC1=C(C=C(C=C1)P(=O)(C)C)OC)NC=C2C#N